C(CCC)OC=1C=CC(=NC1)NC1=NNC(=C1)C1CCCC1 5-butoxy-N-(5-cyclopentyl-1H-pyrazol-3-yl)pyridin-2-amine